NC1=C2CN(C(C2=CC=C1)=O)C1C(NC(CC1)=O)=O 3-(4-amino-1-oxo-1,3-dihydro-isoindol-2-yl)piperidine-2,6-dione